FC(C(=O)[O-])(F)F.C(=O)(O)C[NH2+]CC1=CC(=CC(=C1)C=1N=NC=NN1)F 1-Carboxy-N-(3-fluoro-5-(1,2,4,5-tetrazin-3-yl)benzyl)methanaminium 2,2,2-trifluoroacetate